8-fluoro-7-iodo-6-((2-methoxyethoxy)methoxy)-2,2-dimethylchromane FC=1C(=C(C=C2CCC(OC12)(C)C)OCOCCOC)I